CN(CCN(C1=C(C=C(C(=C1)OC)NC1=NC=NC(=N1)N1CC2(C3=NC(=CC=C31)C)CCCCC2)NC(C=C)=O)C)C N-(2-((2-(dimethylamino)ethyl)(methyl)amino)-4-methoxy-5-((4-(5'-methylspiro[cyclohexane-1,3'-pyrrolo[3,2-b]pyridin]-1'(2'H)-yl)-1,3,5-triazin-2-yl)amino)phenyl)acrylamide